piperidine-3-carboxylic acid (pyridin-2-ylmethyl)-amide N1=C(C=CC=C1)CNC(=O)C1CNCCC1